P(=O)(OC(C)=O)([O-])[O-].[K+].[Li+] lithium-potassium acetyl phosphate